CN([C@@H](/C=C/C(=O)OC)C)C (R,E)-methyl 4-(dimethylamino)pent-2-enoate